7-Chloro-6-((4-isopropyl-2-(trifluoromethyl)phenyl)amino)chinolin-5,8-dion ClC1=C(C(C=2C=CC=NC2C1=O)=O)NC1=C(C=C(C=C1)C(C)C)C(F)(F)F